NC=1C=2N(C3=CC(=CC=C3N1)C(=O)N1[C@@H]3[C@H](CCC1)OC1=C3C=C(C(=C1)C(F)(F)F)F)C=NC2 (4-aminoimidazo[1,5-a]quinoxalin-8-yl)((4aS,9bS)-8-fluoro-7-(trifluoromethyl)-3,4,4a,9b-tetrahydrobenzofuro[3,2-b]pyridin-1(2H)-yl)methanone